ClC=1C(=CC=C2C=CC=C(C12)N1CC=2N=C(N=C(C2CC1)N(CCN)C)OC[C@H]1N(CCC1)C)F (S)-N1-(7-(8-chloro-7-fluoronaphthalen-1-yl)-2-((1-methylpyrrolidin-2-yl)methoxy)-5,6,7,8-tetrahydropyrido[3,4-d]pyrimidin-4-yl)-N-methylethane-1,2-diamine